(2R,3R)-2,4-dibromo-3-hydroxybutyric acid methyl ester COC([C@@H]([C@@H](CBr)O)Br)=O